C(=O)(O)CCC(=O)N1CC2=CC(=C(C(=C2C1)Cl)OCCCOC=1C=C2CN(CC2=CC1OC)C(CCC(=O)O)=O)OC 4-(5-(3-((2-(3-carboxypropionyl)-4-chloro-6-methoxyisoindolin-5-yl)oxy)propoxy)-6-methoxyisoindolin-2-yl)-4-oxobutanoic acid